C(C)(C)(C)OC(=O)N[C@@](CCC(=O)O)(C(=O)O)OCC[Si](C)(C)C N-(t-Butoxycarbonyl)-α-[2-(trimethylsilyl)ethyloxy]-L-glutamic Acid